OC(C)(C)C=1N=CC(=NC1)N1C(O[C@]2(C1)C[C@](CC(C2)(C)C)(C)CN2C=NC1=C2C=C(C=C1)C#N)=O (((5S,7R)-3-(5-(2-hydroxy-prop-2-yl)pyrazin-2-yl)-7,9,9-trimethyl-2-oxo-1-oxa-3-azaspiro[4.5]decan-7-yl)methyl)-1H-benzo[d]imidazole-6-carbonitrile